C(CCC)C(CCC)CC=1NC(=C(N1)CCCC)CCCC 1-butylbutylbutylbutylmethylimidazole